tert-Butyl N-[2-[5-[1-benzyloxy-2-tert-butoxy-1-(trifluoromethyl)but-3-enyl]-1,3,4-oxadiazol-2-yl]-6-hydroxy-5-(trifluoromethyl)-3-pyridyl]-N-tert-butoxycarbonyl-carbamate C(C1=CC=CC=C1)OC(C(C=C)OC(C)(C)C)(C(F)(F)F)C1=NN=C(O1)C1=NC(=C(C=C1N(C(OC(C)(C)C)=O)C(=O)OC(C)(C)C)C(F)(F)F)O